C(C)(C)(C)OC(=O)N[C@@H](CC(=O)OC(C)(C)C)C(=O)SCCNC(CCNC(=O)[C@@H]1OC(OCC1(C)C)C1=CC=C(C=C1)OC)=O tert-butyl (3S)-3-((tert-butoxycarbonyl)amino)-4-((2-(3-((4R)-2-(4-methoxyphenyl)-5,5-dimethyl-1,3-dioxane-4-carboxamido)propanamido)ethyl)thio)-4-oxobutanoate